4-fluoro-3-(4-(3-(7-fluoro-1-oxo-1,2-dihydroisoquinolin-3-yl)propanoyl)piperazin-1-yl)benzonitrile FC1=C(C=C(C#N)C=C1)N1CCN(CC1)C(CCC=1NC(C2=CC(=CC=C2C1)F)=O)=O